4-aminobutyric acid benzyl ester TFA salt OC(=O)C(F)(F)F.C(C1=CC=CC=C1)OC(CCCN)=O